5-chloro-2-{1-[(1R)-1-(4-chlorophenyl)-1-[(1-cyanocyclopropyl)methoxy]-7-fluoro-5-(2-hydroxypropan-2-yl)-3-oxo-2,3-dihydro-1H-isoindol-2-yl]methyl}benzoic acid ClC=1C=CC(=C(C(=O)O)C1)CN1[C@@](C2=C(C=C(C=C2C1=O)C(C)(C)O)F)(OCC1(CC1)C#N)C1=CC=C(C=C1)Cl